C(C1=CC=CC=C1)OCC1=CC=C(C=C1)NC(C1=C(C=CC(=C1)B1OC(C(O1)(C)C)(C)C)SC)=O N-(4-((benzyloxy)methyl)phenyl)-2-(methylthio)-5-(4,4,5,5-tetramethyl-1,3,2-dioxaborolan-2-yl)benzamide